CC(C(=O)O)CCCC.C(CCCCC)(=O)OC methyl caproate (methyl hexanoate)